COC1=CC=C(C=C1)C(NCC1=CC(=C(C=C1)O)OC)C1=CC=C(C=C1)OC 4-((Bis(4-methoxyphenyl)-methylamino)-methyl)-2-methoxyphenol